6-((Z)-2-(3-((4aR,7aR)-2-Amino-4a,5,7,7a-tetrahydro-4H-furo[3,4-d][1,3]thiazin-7a-yl)-4-fluorophenyl)-1-fluorovinyl)nicotinonitril NC=1SC[C@@H]2[C@](N1)(COC2)C=2C=C(C=CC2F)\C=C(/F)\C2=NC=C(C#N)C=C2